COC1=CC=C(C(=O)NC=2SC=C(N2)C=2C=NC=CC2C)C=C1 4-methoxy-N-[4-(4-methyl-3-pyridinyl)thiazol-2-yl]benzamide